C(C)(=O)C1=C(NC(=C(C1)C(C)=O)C)C 3,5-diacetyl-1,4-dihydro-2,6-dimethylpyridine